C(C)(C)(C)C1=CC2=C(OP(OC3=C2C=C(C=C3C(C)(C)C)C(C)(C)C)OCCN(CCOP3OC2=C(C4=C(O3)C(=CC(=C4)C(C)(C)C)C(C)(C)C)C=C(C=C2C(C)(C)C)C(C)(C)C)CCOP2OC4=C(C3=C(O2)C(=CC(=C3)C(C)(C)C)C(C)(C)C)C=C(C=C4C(C)(C)C)C(C)(C)C)C(=C1)C(C)(C)C 2-[{2,4,8,10-tetra-t-butyldibenz[d,f][1,3,2]-dioxaphosphepine-6-yl}oxy]-N,N-bis[2-[{2,4,8,10-tetra-t-butyl-dibenz[d,f][1,3,2]-dioxaphosphepine-6-yl}oxy]ethyl]-ethaneamine